C1(CC1)C=1C=C(C=CC1)[C@H]1CC2(CN(C2)C(=O)C2CC(C2)(C)O)CC1 |r| (rac)-(6-(3-cyclopropylphenyl)-2-azaspiro[3.4]octan-2-yl)((1s,3s)-3-hydroxy-3-methylcyclobutyl)methanone